C[C@H]1[C@@H](C[C@H]([C@@H](O1)OCCCCCCCCCCCCCCCCC(=O)SCCNC(=O)CCNC(=O)[C@@H](C(C)(C)COP(=O)([O-])OP(=O)([O-])OC[C@@H]2[C@H]([C@H]([C@@H](O2)N3C=NC4=C(N=CN=C43)N)O)OP(=O)([O-])[O-])O)O)O The molecule is an acyl-CoA(4-) obtained by deprotonation of the phosphate and diphosphate groups of oscr#30-CoA; major species at pH 7.3. It is a conjugate base of an oscr#30-CoA.